NCC(CN1N=NN(C1=O)C=1C=C(C=CC1)C=1C=C2CCC(N(C2=CC1)C)=O)=C(F)F 6-[3-[4-[2-(aminomethyl)-3,3-difluoro-allyl]-5-oxo-tetrazol-1-yl]phenyl]-1-methyl-3,4-dihydroquinolin-2-one